[4'-methyl-(1,1'-biphenyl)-2-yl]-4-phenyl-3,6-dihydro-2H-1,3,5-oxadiazine CC1=CC=C(C=C1)C1=C(C=CC=C1)C1OCN=C(N1)C1=CC=CC=C1